C[C@H]1[C@H](CN(C1)C1=C2C=CC=NC2=C(C=C1)C)NC(C[C@H]1CN(CC1)C)=O N-[(3R,4R)-4-methyl-1-(8-methylquinolin-5-yl)pyrrolidin-3-yl]-2-[(3S)-1-methylpyrrolidin-3-yl]acetamide